1,3-Bis-(2,6-dimethylphenyl)-3,4,5,6-tetrahydropyrimidin-1-ium CC1=C(C(=CC=C1)C)[N+]1=CN(CCC1)C1=C(C=CC=C1C)C